N-Fluorenylmethoxycarbonyl-L-methionine C1(=CC=CC=2C3=CC=CC=C3CC12)COC(=O)N[C@@H](CCSC)C(=O)O